5-dimethylamino-naphthalen-1-ylsulfonate CN(C1=C2C=CC=C(C2=CC=C1)S(=O)(=O)[O-])C